C1(CCC1)N1C(=CC2=CC=C(C=C12)F)C(=O)O 1-Cyclobutyl-6-fluoro-1H-indole-2-carboxylic acid